ClC1=C(C=CC=C1)CC(=O)NC1=CC(=C(C=C1)C=1C=NC=C(C1)Cl)S(N)(=O)=O 2-(2-chlorophenyl)-N-[4-(5-Chloropyridin-3-yl)-3-sulfamoylphenyl]Acetamide